2-butyl-octanoic acid C(CCC)C(C(=O)O)CCCCCC